C(C)(C)(C)OC(=O)N[C@H]1CN(CC[C@@H]2N(C1=O)[C@@H](CC2)C(=O)OC)CC(F)(F)F methyl (5S,8S,10aR)-5-{[(tert-butoxy)carbonyl]amino}-6-oxo-3-(2,2,2-trifluoroethyl)-decahydropyrrolo[1,2-a][1,5]diazocine-8-carboxylate